(S)-2-(3,3-dimethylpiperazin-1-yl)-N-(5-(4-fluorophenoxy)pyridin-2-yl)propanamide CC1(CN(CCN1)[C@H](C(=O)NC1=NC=C(C=C1)OC1=CC=C(C=C1)F)C)C